C(C)N1C(C2=CC=C(C=C2C1(C)C)NC1=NC=C(C(=N1)N[C@H](CO)C1=CC=CC=C1)C1=NC(=NO1)N1CCOCC1)=O (S)-2-ethyl-5-((4-((2-hydroxy-1-phenylethyl)amino)-5-(3-morpholino-1,2,4-oxadiazol-5-yl)pyrimidin-2-yl)amino)-3,3-dimethylisoindolin-1-one